C(C)(C)(C)SC1=CC=C(C=C1)OP(OC1=CC=C(C=C1)SC(C)(C)C)(=O)C1=CC=CC=C1 phenyl-phosphonic acid di(4-tert-butyl thiophenyl) ester